C(C)OC1=C(C=C(C=C1)F)C1=NNC=C1NC(=O)C=1C=NN2C1N=CC=C2 N-(3-(2-ethoxy-5-fluorophenyl)-1H-pyrazol-4-yl)pyrazolo[1,5-a]pyrimidine-3-carboxamide